4-(2-bromoethyl)benzaldehyde BrCCC1=CC=C(C=O)C=C1